(2s)-2-(methylamino)propionic acid CN[C@H](C(=O)O)C